CN1C=C(C2=CC=CC=C12)C(CNS(=O)(=O)C1=CC=C2C=CNC2=C1)N1CCN(CC1)C N-(2-(1-methyl-1H-indol-3-yl)-2-(4-methylpiperazin-1-yl)ethyl)-1H-indole-6-sulfonamide